tert-butyl (4-((3-aminopropyl)(tert-butoxycarbonyl)amino)butyl)(3-((tert-butoxycarbonyl)amino)propyl)carbamate NCCCN(CCCCN(C(OC(C)(C)C)=O)CCCNC(=O)OC(C)(C)C)C(=O)OC(C)(C)C